C1(CC1)N1C=C(C=2N=C(N=CC21)SCCC(=O)OCC(CCCC)CC)C2C[C@H]([C@H](C2)F)F 2-ethylhexyl 3-((5-cyclopropyl-7-((1s,3R,4S)-3,4-difluorocyclopentyl)-5H-pyrrolo[3,2-d]pyrimidin-2-yl)thio)propionate